tert-Butyl (S)-(2-formamido-6-((2-nitrophenyl)sulfonamido)hexyl)carbamate C(=O)N[C@H](CNC(OC(C)(C)C)=O)CCCCNS(=O)(=O)C1=C(C=CC=C1)[N+](=O)[O-]